Cl.C1(=C2N(C=N1)CCC2)C(C(=O)NC=2SC=CN2)N2C(C1=CC(=CC(=C1C2)F)N2N=CC(=C2)C2CCNCC2)=O 2-(6,7-dihydro-5H-pyrrolo[1,2-c]imidazol-1-yl)-2-[4-fluoro-1-oxo-6-[4-(4-piperidyl)pyrazol-1-yl]isoindolin-2-yl]-N-thiazol-2-yl-acetamide Hydrochloride